1,1,2,3,3,6-hexamethyl-5-indanyl methyl ketone CC(=O)C=1C=C2C(C(C(C2=CC1C)(C)C)C)(C)C